NC=1C=2N(C(=CN1)Cl)C(=NC2C2=CC=C(C=C2)[C@](C)(C2=CC(=CC=C2)C(C(F)(F)F)(C)C)O)[C@H]2CN1C(CC[C@@H]1CC2)=O (6R,8aS)-6-[8-Amino-5-chloro-1-(4-{(1R)-1-hydroxy-1-[3-(2,2,2-trifluoro-1,1-dimethylethyl)-phenyl]ethyl}phenyl)imidazo[1,5-a]pyrazin-3-yl]hexahydroindolizin-3(2H)-on